ClC=1C=C(CNCCC2=CC(=C(C=C2OC)S(=O)(C)=N)OC)C=C(C1)C (4-(2-((3-chloro-5-methylbenzyl)amino)ethyl)-2,5-dimethoxyphenyl)(imino)(methyl)-λ6-sulfanone